BrC1=CN=C(N=N1)N1CCC2(CC1)C(C1=CC=CC=C1C2)N 1'-(6-bromo-1,2,4-triazin-3-yl)-1,3-dihydrospiro[indene-2,4'-piperidin]-1-amine